C1=NC=C(C2=CC=CC=C12)N1C(N(C[C@@H]1C#N)C=1N=NC(=CC1)C(F)(F)F)=O |r| Racemic-3-(isoquinolin-4-yl)-2-oxo-1-(6-(trifluoromethyl)pyridazin-3-yl)imidazoline-4-carbonitrile